C(C)OC(CC=1OC(=NN1)C1=CC=C(C=C1)Cl)=O 2-[5-(4-chlorophenyl)-1,3,4-oxadiazol-2-yl]acetic acid ethyl ester